N-(5-(5-((6S)-2-acryloyl-2-azabicyclo[2.2.1]heptan-6-yl)-1,2,4-oxadiazol-3-yl)pyridin-2-yl)-6-(4-methyl-1H-pyrazol-5-yl)picolinamide C(C=C)(=O)N1C2[C@H](CC(C1)C2)C2=NC(=NO2)C=2C=CC(=NC2)NC(C2=NC(=CC=C2)C2=C(C=NN2)C)=O